C(CC(=O)O)(=O)OC Monomethyl hydrogen malonate